4-ethyl-methyl-amino-2-butanol C(C)CCC(C(N)C)O